7-oxoheptanoic acid tert-butyl ester C(C)(C)(C)OC(CCCCCC=O)=O